C(#N)C1=CC(=C(OCC2=NC=CC(=N2)OC2=CC(=C(C=C2)CC2=NC3=C(N2C[C@H]2OCC2)C=C(C=C3F)C(=O)O)C)C=C1)F [4-({2-[(4-cyano-2-fluorophenoxy)methyl]pyrimidin-4-yl}oxy)-2-methylphenylmethyl]-4-fluoro-1-{[(2S)-oxetan-2-yl]methyl}-1H-1,3-benzodiazole-6-carboxylic acid